C(C)(C)(C)C=1C(=C(C=C(C1)C)CCC(=O)OCCOCCOCCOC(CCC=1C=C(C=C(C1O)C(C)(C)C)C)=O)O triethylene glycol bis-(3-(5-tert-butyl-4-hydroxy-m-tolyl)-propionate)